OC=1C=C(C2=CC=CC=C2C1)C1=CC=C2C(=NC(=NC2=C1)OCC12CCCN2CCC1)N1C[C@H]2CC[C@@H](C1)N2C(CCC(=O)OC)=O methyl 4-((1R,5S)-3-(7-(3-hydroxynaphthalen-1-yl)-2-((tetrahydro-1H-pyrrolizin-7a(5H)-yl)methoxy)quinazolin-4-yl)-3,8-diazabicyclo[3.2.1]octan-8-yl)-4-oxobutanoate